CN1N=NC2=C1C=CC(=C2)S(=O)(=O)Cl 1-methyl-1H-benzo[d][1,2,3]triazole-5-sulfonyl chloride